1-(1-butylazetidin-3-yl)-N-((5-(5-(difluoromethyl)-1,3,4-oxadiazol-2-yl)pyridin-2-yl)methyl)-4-fluoro-N-(3-fluorophenyl)piperidine-4-carboxamide C(CCC)N1CC(C1)N1CCC(CC1)(C(=O)N(C1=CC(=CC=C1)F)CC1=NC=C(C=C1)C=1OC(=NN1)C(F)F)F